6,6'-((3-((3-hydroxypropyl)(6-carbonyl-6-(tetradecyloxy)hexyl)amino)propyl)azanediyl)dihexanoate OCCCN(CCCN(CCCCCC(=O)[O-])CCCCCC(=O)[O-])CCCCCC(OCCCCCCCCCCCCCC)=C=O